1,3-dimethyl-1H-purine-2,6,8(3H,7H,9H)-trione CN1C(N(C=2NC(NC2C1=O)=O)C)=O